OC1=C2C(C=C(C(C2=CC=C1)=O)NC1=CC=CC=C1)=O 5-hydroxy-2-(phenylamino)naphthalene-1,4-dione